docosyl-carboxylate C(CCCCCCCCCCCCCCCCCCCCC)C(=O)[O-]